C(C)C1=C(C=CC(=C1)C=O)C1CCNCC1 4-(2-ethyl-4-formylphenyl)piperidine